1,5'-biquinolin N1(CC=CC2=CC=CC=C12)C=1C=2C=CC=NC2C=CC1